N-((1r,4r)-4-(difluoromethyl)cyclohexyl)-4-methyl-6-(1-methyl-1H-imidazol-5-yl)picolinamide FC(C1CCC(CC1)NC(C1=NC(=CC(=C1)C)C1=CN=CN1C)=O)F